ClC1=CC=C(C(=N1)C(=O)NS(=O)(=O)C)N[C@H](C)C=1C=C(C=C2C(N(C(=NC12)N1CCC(CC1)C=1SC(=NN1)C)C)=O)C (R)-6-chloro-3-((1-(3,6-dimethyl-2-(4-(5-methyl-1,3,4-thiadiazol-2-yl)piperidin-1-yl)-4-oxo-3,4-dihydroquinazolin-8-yl)ethyl)amino)-N-(methylsulfonyl)picolinamide